1,3,5-Tris(bromomethyl)benzen (S)-(4-((4-(3-((2-(1-hydroxyethyl)-1H-imidazol-1-yl)methyl)isoxazol-5-yl)phenyl)ethynyl)benzyl)glycinate O[C@@H](C)C=1N(C=CN1)CC1=NOC(=C1)C1=CC=C(C=C1)C#CC1=CC=C(CNCC(=O)O)C=C1.BrCC1=CC(=CC(=C1)CBr)CBr